tert-Butyl 4-nitro-1H-pyrazole-1-carboxylate [N+](=O)([O-])C=1C=NN(C1)C(=O)OC(C)(C)C